FC12C3CCC4(C(CCC4C3CCC2CC(CC1)(O)C)CO)C 10-fluoro-17-(hydroxymethyl)-3,13-dimethylhexadecahydro-1H-cyclopenta[a]phenanthren-3-ol